3-(benzyloxy)cyclohexanamine hydrochloride Cl.C(C1=CC=CC=C1)OC1CC(CCC1)N